CN(CCCC(=O)ON1C(CCC1=O)=O)C 2,5-dioxopyrrolidin-1-yl 4-(dimethylamino)butanoate